CN(C(OC(C)(C)C)=O)CC1=NN(C(C1)=O)CC1(CCCCC1)C tert-Butyl methyl({1-[(1-methylcyclohexyl)methyl]-5-oxo-4,5-dihydro-1H-pyrazol-3-yl}methyl)carbamate